ClC1=C2C=C(NC2=CC=C1OC)C(=O)N1CC2(CC1C(=O)N[C@@H](C[C@H]1C(NCC1)=O)C#N)CCCCC2 2-(4-chloro-5-methoxy-1H-indole-2-carbonyl)-N-((S)-1-cyano-2-((S)-2-oxopyrrolidin-3-yl)ethyl)-2-azaspiro[4.5]decane-3-carboxamide